FC(F)(F)SC1=CC=C(C=C1)C1=C(C=CC=C1)NC(=O)C=1C(=NN(C1)C)C(F)F N-(4'-trifluoromethylsulfanyl-biphenyl-2-yl)-3-difluoromethyl-1-methyl-1H-pyrazole-4-carboxamide